FC=1C=C(C=CC1F)N1C(COC[C@H]1C1=NC2=C(N1[C@@H]1CC[C@H](CC1)OC)C=CC(=C2)C=2C(=NOC2C)C)=O (R)-4-(3,4-difluorophenyl)-5-(5-(3,5-dimethylisoxazol-4-yl)-1-((trans)-4-methoxycyclohexyl)-1H-benzo[d]imidazol-2-yl)morpholine-3-one